Methyl-6-methyloxycarbazole CC1=CC=CC=2C3=CC(=CC=C3NC12)OC